3-(2-((diethoxyphosphoryl)oxy)-4,6-dimethylphenyl)-3-methylbutanoic dithioperoxyanhydride C(C)OP(=O)(OCC)OC1=C(C(=CC(=C1)C)C)C(CC(=O)SSC(CC(C)(C1=C(C=C(C=C1C)C)OP(=O)(OCC)OCC)C)=O)(C)C